(2-methyl-1,4-phenylene)bis(methylene)dicyclohexane CC1=C(C=CC(=C1)CC1CCCCC1)CC1CCCCC1